CC1(CC1)NC(O[C@H]1CO[C@H](C1)C1=NN(C(=C1)NC(=O)C1=CC(=NN1C)COC(F)F)C(C)(C)C)=O (3R,5R)-5-(1-(tert-butyl)-5-(3-((difluoromethoxy)methyl)-1-methyl-1H-pyrazole-5-carboxamido)-1H-pyrazol-3-yl)tetrahydrofuran-3-yl (1-methylcyclopropyl)carbamate